bis(cyclohexylmethyl)indole 1-benzyl-3-(1-cyanovinyl)-2-oxoindolin-3-ylcarbonate C(C1=CC=CC=C1)N1C(C(C2=CC=CC=C12)(C(=C)C#N)OC(O)=O)=O.C1(CCCCC1)CC1=C(NC2=CC=CC=C12)CC1CCCCC1